CC1=NOC(=C1N(C1=CC2=C(C(=CC(O2)=O)C(F)(F)F)C=C1)CC)C 7-((3,5-dimethylisoxazol-4-yl)(ethyl)amino)-4-(trifluoromethyl)-2H-benzopyran-2-one